2-((S)-1-(4-((S)-2-(4-chloro-2-fluorophenyl)-2-methylbenzo[d][1,3]dioxolan-4-yl)-piperazin-1-yl)ethyl)-1-(((S)-oxetan-2-yl)methyl)-1H-benzo[d]imidazole-6-carboxylic acid ClC1=CC(=C(C=C1)[C@@]1(OC2=C(O1)C=CC=C2N2CCN(CC2)[C@@H](C)C2=NC1=C(N2C[C@H]2OCC2)C=C(C=C1)C(=O)O)C)F